(7-(2-cyano-6-(1-hydroxybutyl)-4-methylpyridin-3-yl)-2,6-naphthyridin-3-yl)cyclopropanecarboxamide C(#N)C1=NC(=CC(=C1C1=NC=C2C=C(N=CC2=C1)C1(CC1)C(=O)N)C)C(CCC)O